[Ag].[Bi].[Sn] tin bismuth silver